[6-[5-(1-hydroxycyclopropyl)-4H-1,2,4-triazol-3-yl]-2-azaspiro[3.3]heptan-2-yl]-[6-[(4-methylsulfonylphenyl)methyl]-2-azaspiro[3.3]heptan-2-yl]methanone OC1(CC1)C=1NC(=NN1)C1CC2(CN(C2)C(=O)N2CC3(C2)CC(C3)CC3=CC=C(C=C3)S(=O)(=O)C)C1